BrC=1C=C(N(N1)C1=NC=CC=C1Cl)C(=O)NC1=C(C=C(C=C1C)C(C(=O)N(CC=C)CC=C)(F)F)C(N)=O 5-bromo-N-[2-carbamoyl-4-[2-(diallylamino)-1,1-difluoro-2-oxo-ethyl]-6-methyl-phenyl]-2-(3-chloro-2-pyridyl)pyrazole-3-carboxamide